6-Methoxy-8-(2-methoxyphenyl)-2-(3-(pyridin-3-yl)propyl)-1,2,3,4-tetrahydroisochinolin-7-ol COC=1C=C2CCN(CC2=C(C1O)C1=C(C=CC=C1)OC)CCCC=1C=NC=CC1